1-(7-((5-([1,2,4]triazolo[1,5-a]pyridin-7-yl)-4-methoxy-7H-pyrrolo[2,3-d]pyrimidin-2-yl)amino)-2-azaspiro[3.5]nonan-2-yl)ethan-1-one N=1C=NN2C1C=C(C=C2)C2=CNC=1N=C(N=C(C12)OC)NC1CCC2(CN(C2)C(C)=O)CC1